C(C1=CC=CC=C1)SC1=CC=C(C=C1)NC[C@@H]([C@@H](CC1=CC=CC=C1)NC(OC(C)(C)C)=O)O tert-butyl (2R,3S)-4-(4-(benzylsulfanyl) phenylamino)-3-hydroxy-1-phenylbut-2-ylcarbamate